bis[3,5-di(tert-butyl)-4-hydroxybenzyl (ethoxy) phosphonate] calcium [Ca+2].C(C)(C)(C)C=1C=C(CCCOP([O-])([O-])=O)C=C(C1O)C(C)(C)C.C(C)(C)(C)C=1C=C(CCCOP([O-])([O-])=O)C=C(C1O)C(C)(C)C.[Ca+2]